2,2-diphenylethane-1-one C1(=CC=CC=C1)C(C=O)C1=CC=CC=C1